3-(piperidin-4-yl)-5,6,7,8-tetrahydro-5,8-methanoquinolin-2(1H)-one hydrochloride Cl.N1CCC(CC1)C=1C(NC=2C3CCC(C2C1)C3)=O